ClC=1C=CC(=C(C1)C1=CC(=CN=N1)NC1=CC=NC2=CC(=CC=C12)C(=O)OC1CCN(CC1)C)F 1-methylpiperidin-4-yl 4-{[6-(5-chloro-2-fluorophenyl)-pyridazin-4-yl]amino}quinoline-7-carboxylate